C(=CCCC=CCCCCC)OCCC1=CC=CC=C1 (2-(undeca-1,5-dien-1-yloxy)ethyl)benzene